2-nitro-5-(pyridin-2-ylmethyl)pyridine [N+](=O)([O-])C1=NC=C(C=C1)CC1=NC=CC=C1